[K+].NC1=C(C(=NC(=C1)C1=C(C(=C(C=C1)Cl)OC)F)C(=O)[O-])Cl 4-amino-3-chloro-6-(4-chloro-2-fluoro-3-methoxyphenyl)pyridine-2-carboxylic acid potassium salt